CN1N=CC(=C1C1=CC=2N(C=C1)N=C(C2)NC2=NC=C(N=C2)C)O[C@@H]2CN(CC2)C 5-[2-methyl-4-[(3S)-1-methylpyrrolidin-3-yl]oxy-pyrazol-3-yl]-N-(5-methylpyrazin-2-yl)pyrazolo[1,5-a]pyridin-2-amine